5-(aminomethyl)-2-(2,6-dioxopiperidin-3-yl)isoindoline-1,3-dione TFA salt OC(=O)C(F)(F)F.NCC=1C=C2C(N(C(C2=CC1)=O)C1C(NC(CC1)=O)=O)=O